tert-butyl (3S,4S)-3-[[4-[6-cyclopropyl-7-(trideuteriomethoxy)imidazo[1,2-b]pyridazin-3-yl]pyrimidin-2-yl]amino]-4-fluoro-piperidine-1-carboxylate C1(CC1)C=1C(=CC=2N(N1)C(=CN2)C2=NC(=NC=C2)N[C@H]2CN(CC[C@@H]2F)C(=O)OC(C)(C)C)OC([2H])([2H])[2H]